tert-Butyl ((3-fluoro-5-((5-(methylthio)-[1,1'-biphenyl]-3-yl)thio)thiophen-2-yl)methyl)carbamate FC1=C(SC(=C1)SC=1C=C(C=C(C1)SC)C1=CC=CC=C1)CNC(OC(C)(C)C)=O